FC1(CCN(CC1)C1=C(C(=O)NC2=CC(=NC=C2)S(N)(=O)=O)C=C(C(=N1)C)F)F 2-(4,4-difluoropiperidin-1-yl)-5-fluoro-6-methyl-N-(2-sulfamoylpyridin-4-yl)nicotinamide